(2S)-1-[3-(3-{1-[4-amino-3-(difluoromethyl)-1H-pyrazolo[3,4-d]pyrimidin-1-yl]ethyl}-5-chloro-6-fluoro-2-methoxyphenyl)azetidin-1-yl]propan-2-ol NC1=C2C(=NC=N1)N(N=C2C(F)F)C(C)C=2C(=C(C(=C(C2)Cl)F)C2CN(C2)C[C@H](C)O)OC